(S)-1-(4-chlorophenyl)-N-((1R,2R)-1-(8-fluoro-2,3-dihydrobenzo[b][1,4]dioxin-6-yl)-1-hydroxy-3-(pyrrolidin-1-yl)propan-2-yl)-3-hydroxypyrrolidine-3-carboxamide ClC1=CC=C(C=C1)N1C[C@@](CC1)(C(=O)N[C@@H]([C@H](O)C1=CC2=C(OCCO2)C(=C1)F)CN1CCCC1)O